N1=CC=C2N1C=CN=C2O pyrazolo[1,5-a]pyrazine-4-ol